(4-(2-hydroxyethoxy)phenyl)fluorene Natrium tartratE C(=O)([O-])C(O)C(O)C(=O)[O-].[Na+].OCCOC1=CC=C(C=C1)C1=CC=CC=2C3=CC=CC=C3CC12.[Na+]